2,8,8-trimethyl-8,9-dihydrofuro[2,3-h]quinazolin-6-ol CC1=NC2=C3C(=C(C=C2C=N1)O)OC(C3)(C)C